N-(para-ethylphenyl)fumaric acid amide C(C)C1=CC=C(C=C1)NC(\C=C\C(=O)O)=O